BrC=1C=C(C(=O)OC)C=C(C1)OC(F)(F)F methyl 3-bromo-5-(trifluoromethoxy)benzoate